(S)-5-(4-cyclopropyl-6-methoxypyrimidin-5-yl)-N-(1-(4-(1-isopropyl-4-(trifluoromethyl)-1H-imidazol-2-yl)phenyl)ethyl)-2-methyl-2H-pyrazolo[4,3-d]pyrimidin-7-amine C1(CC1)C1=NC=NC(=C1C=1N=C(C=2C(N1)=CN(N2)C)N[C@@H](C)C2=CC=C(C=C2)C=2N(C=C(N2)C(F)(F)F)C(C)C)OC